BrC1=C(C=C2C(=NC(=NC2=C1F)OC[C@]12CCCN2C[C@@H](C1)F)N1C[C@H](N(C[C@@H]1C)C(=O)OC(C)(C)C)C)C(F)(F)F tert-butyl (2R,5S)-4-(7-bromo-8-fluoro-2-(((2R,7aS)-2-fluorotetrahydro-1H-pyrrolizin-7a(5H)-yl)methoxy)-6-(trifluoromethyl)quinazolin-4-yl)-2,5-dimethylpiperazine-1-carboxylate